ClC1=CC2=C(N=C(O2)S(=O)CC2=CC=C(C(=O)O)C=C2)C=C1 4-(((6-Chlorobenzo[d]oxazol-2-yl)sulfinyl)methyl)benzoic acid